(2S)-2-[6-(2,5-dioxopyrrol-1-yl)hexanoylamino]-5-oxo-5-[[(2S,3R,4R,5R)-2,3,4,5,6-pentahydroxyhexyl]amino]pentanoic Acid O=C1N(C(C=C1)=O)CCCCCC(=O)N[C@H](C(=O)O)CCC(NC[C@@H]([C@H]([C@@H]([C@@H](CO)O)O)O)O)=O